C1(CC1)CN1CC(C(CC1)(O)C=1C=C(C(=O)N)C=CC1)CN(C)C anti-3-[1-(Cyclopropylmethyl)-3-[(dimethylamino)methyl]-4-hydroxypiperidin-4-yl]benzamid